NC1=C(C(=O)NC(C)C)C=C(C=N1)C1=C(C=C(C=C1)NC([C@@H](O)C1=CC(=CC=C1)Cl)=O)C (S)-2-amino-5-(4-(2-(3-chlorophenyl)-2-hydroxyacetamido)-2-methylphenyl)-N-isopropylnicotinamide